3-Bromo-7-methylthieno[2,3-d]pyridazin-4(5H)-one BrC1=CSC=2C(=NNC(C21)=O)C